C[C@@H]1C2(CN(C2)C(=O)OC(C)(C)C)CCN1C(=O)OCC1=CC=CC=C1 6-benzyl 2-(tert-butyl) (R)-5-methyl-2,6-diazaspiro[3.4]octane-2,6-dicarboxylate